4-Fluoromethyl-4-hydroxy-piperidin FCC1(CCNCC1)O